4-({4-[(2-amino-1,1-dimethylethyl)amino]-butyl}amino)-5-chloro-2-fluoro-N-1,3-thiazol-2-yl-benzenesulfonamide NCC(C)(C)NCCCCNC1=CC(=C(C=C1Cl)S(=O)(=O)NC=1SC=CN1)F